OC=1C=C(CN2C(C3=CC=C(C=C3C=C2)C=2C(=NNC2)C(F)(F)F)=O)C=CC1 2-(3-Hydroxybenzyl)-6-(3-(trifluoromethyl)-1H-pyrazol-4-yl)isoquinolin-1(2H)-one